(S)-3-(3-chloro-4-fluorophenyl)-1-(9-fluoro-6-oxo-1,4,5,6-tetrahydro-2H-pyrano[3,4-c]isoquinolin-1-yl)-1-methylurea ClC=1C=C(C=CC1F)NC(N(C)[C@@H]1COCC=2NC(C=3C=CC(=CC3C21)F)=O)=O